C(C)(C)(C)OC(=O)N1C[C@@H]([C@H](CC1)NC1=C(C=C(C=C1)Cl)OC)C (3s,4s)-4-(4-chloro-2-methoxy-anilino)-3-methyl-piperidine-1-carboxylic acid tert-butyl ester